FC1(CNCCC1C1=C(C=C(NC2C(NC(CC2)=O)=O)C=C1)F)F 3-[4-(3,3-difluoro-4-piperidyl)-3-fluoro-anilino]piperidine-2,6-dione